C1OCC2=C1C=CC(=C2)B(O)O 1,3-DIHYDRO-2-BENZOFURAN-5-YLBORANEDIOL